FC(C(=O)NC=1C(=C(C=CC1F)NC(C1=CC(=CC=C1)F)=O)F)F N-(3-(2,2-difluoroacetamido)-2,4-difluorophenyl)-3-fluorobenzamide